1-(6-(4-fluorophenyl)pyrazin-2-yl)-N-(3-methylquinuclidin-3-yl)piperidine-4-carboxamide FC1=CC=C(C=C1)C1=CN=CC(=N1)N1CCC(CC1)C(=O)NC1(CN2CCC1CC2)C